CN(C)[SiH](N(C)C)N(C)C bis(dimethylamino)dimethylaminosilane